4,5-bisdiphenylphosphino-9,9-dimethylxanthene C1(=CC=CC=C1)P(C1=CC=CC=2C(C3=CC=CC(=C3OC12)P(C1=CC=CC=C1)C1=CC=CC=C1)(C)C)C1=CC=CC=C1